FC(C1=C(C=C(C=N1)B(O)O)C)F [6-(Difluoromethyl)-5-methyl-3-pyridinyl]boronic acid